cyano-5-(dimethylcarbamoyl)benzene-1-sulfonyl chloride C(#N)C1=C(C=C(C=C1)C(N(C)C)=O)S(=O)(=O)Cl